ClC[C@H]1NCCC[C@H]1C(=O)OC methyl (2S,3R)-2-chloromethylpiperidine-3-carboxylate